ClC=1C=CC2=C([C@@H](C[C@@H](O2)C(=O)NC23C[C@@H](C(CC2)(CC3)NC(=O)C3CC(C3)OC(F)(F)F)O)O)C1 (2R,4R)-6-chloro-4-hydroxy-N-[(3S)-3-hydroxy-4-{[(1s,3R)-3-(trifluoromethoxy)cyclobutane-1-carbonyl]amino}bicyclo[2.2.2]octan-1-yl]-3,4-dihydro-2H-1-benzopyran-2-carboxamide